2-((2-(piperidin-1-yl)ethyl)thio)-1,4-dihydroquinazoline N1(CCCCC1)CCSC=1NC2=CC=CC=C2CN1